(E)-4-methoxy-N-(1-(6-methyl-4,8-dioxo-1,3,6,2-dioxazaborocan-2-yl)hept-2-en-1-yl)benzenesulfonamide COC1=CC=C(C=C1)S(=O)(=O)NC(\C=C\CCCC)B1OC(CN(CC(O1)=O)C)=O